7-methyl-3-methylidene-octa-1,6-diene CC(=CCCC(C=C)=C)C